ethylperfluorooctanesulfonamidoacetic acid C(C)N(S(=O)(=O)C(C(C(C(C(C(C(C(F)(F)F)(F)F)(F)F)(F)F)(F)F)(F)F)(F)F)(F)F)C(C(=O)O)(F)F